1-methyl-2-((1-methyl-5-(trifluoromethoxy)-1H-benzo[d]imidazol-2-yl)amino)-1H-benzo[d]imidazole-5-carboxylic acid ethyl ester C(C)OC(=O)C1=CC2=C(N(C(=N2)NC2=NC3=C(N2C)C=CC(=C3)OC(F)(F)F)C)C=C1